O[C@@H]1C[C@H](N(CC1)C(=O)OC(C)(C)C)C(=O)OCCCCCCCC(=O)OC(CCCCCCCC)CCCCCCCC O1-tert-butyl O2-[8-(1-octylnonoxy)-8-oxo-octyl] (2S,4S)-4-hydroxypiperidine-1,2-dicarboxylate